3-(pyrrolidin-1-yl)benzenesulfonohydrazide N1(CCCC1)C=1C=C(C=CC1)S(=O)(=O)NN